2-(Di-tert-butylphosphino)-1-(2-methoxyphenyl)-1H-pyrrole C(C)(C)(C)P(C=1N(C=CC1)C1=C(C=CC=C1)OC)C(C)(C)C